ClC1=CC(=C(C=C1)C1(CN(C1)C=1C=2N(C=CC1)N=C(N2)NC=2C=NN(C2)CC(=O)N2CCN(CC2)C)CC#N)C 2-[3-(4-chloro-2-methyl-phenyl)-1-[2-[[1-[2-(4-methylpiperazin-1-yl)-2-oxo-ethyl]pyrazol-4-yl]amino]-[1,2,4]triazolo[1,5-a]pyridin-8-yl]azetidin-3-yl]acetonitrile